dimethyl-(methacrylamidopropyl)ammonium propanesulfonate C(CC)S(=O)(=O)[O-].C[NH+](CCCNC(C(=C)C)=O)C